3-chloro-7-[(1-methyl-4-piperidyl)methyl]pyrrolo[2,3-c]pyridazine ClC1=CC2=C(N=N1)N(C=C2)CC2CCN(CC2)C